Methyl 2-(tributylstannyl)cyclohept-1-ene-1-carboxylate C(CCC)[Sn](C1=C(CCCCC1)C(=O)OC)(CCCC)CCCC